FC(C(I)(F)F)(F)F 1,1,1,2,2-pentafluoro-2-iodo-ethane